FC(OCCOC(F)(F)F)(F)F 1,2-bis(trifluoromethoxy)-ethane